(1,3-benzothiazol-6-yl)-2-(4-fluoro-2-methoxy-phenoxy)-5-(trifluoromethyl)pyridine-3-carboxamide S1C=NC2=C1C=C(C=C2)C2=C(C(=NC=C2C(F)(F)F)OC2=C(C=C(C=C2)F)OC)C(=O)N